C(CCCC)C1=C(C(=O)ONCCO)C=CC(=C1)OCCCCC ((2-hydroxyethyl) amino) pentyl-4-pentoxybenzoate